(3Z)-6-(heptyloxymethoxy)-3-hexenyl-lithium C(CCCCCC)OCOCC\C=C/CC[Li]